3-[5-[4-[2-(4-Amino-1-piperidyl)acetyl]piperazin-1-yl]-3-methyl-2-oxo-benzimidazol-1-yl]piperidine-2,6-dione NC1CCN(CC1)CC(=O)N1CCN(CC1)C1=CC2=C(N(C(N2C)=O)C2C(NC(CC2)=O)=O)C=C1